3-acetyl-9-(1-((6-chloro-2-(1-methyl-1H-1,2,4-triazol-3-yl)pyridin-3-yl)amino)ethyl)-4,7-dimethylimidazo[1,5-a]quinazolin-5(4H)-one C(C)(=O)C=1N=CN2C1N(C(C1=CC(=CC(=C21)C(C)NC=2C(=NC(=CC2)Cl)C2=NN(C=N2)C)C)=O)C